4-((2S,4R)-4-cyclopropyl-1-((5-methoxy-7-methyl-1H-benzo[d]imidazol-4-yl)methyl)piperidine-2-yl)benzoic acid C1(CC1)[C@H]1C[C@H](N(CC1)CC1=C(C=C(C=2NC=NC21)C)OC)C2=CC=C(C(=O)O)C=C2